1-chloromethyl-3,5,2-triazine ClCC1=NN=CN=C1